3,6-Dichloropyridazine-4-carboxamide ClC=1N=NC(=CC1C(=O)N)Cl